2-(3-(methoxymethyl)phenyl)-4,4,5,5-tetramethyl-1,3,2-dioxaborolane COCC=1C=C(C=CC1)B1OC(C(O1)(C)C)(C)C